1-((4-methoxypyrimidin-2-yl)methyl)-4-(1-(4-(trifluoromethyl)phenyl)-1H-pyrazolo[3,4-b]pyrazin-3-yl)pyridin-2(1H)-one COC1=NC(=NC=C1)CN1C(C=C(C=C1)C1=NN(C2=NC=CN=C21)C2=CC=C(C=C2)C(F)(F)F)=O